FC1([C@@H](C1)OCCOC1=NN=C(O1)[C@H]1CC[C@H](CN1)CC(=O)N)F [(3S,6R)-6-(5-{2-[(1R)-2,2-difluorocyclopropyloxy]Ethoxy}-1,3,4-oxadiazol-2-yl)piperidin-3-yl]Acetamide